2-[3-(dibenzothiophen-4-yl)phenyl]thiophene C1=CC=C(C=2SC3=C(C21)C=CC=C3)C=3C=C(C=CC3)C=3SC=CC3